6-(7-{[1-(oxetan-3-yl)piperidin-4-yl]oxy}imidazo[1,2-a]pyridin-3-yl)pyrimidin-4-amine O1CC(C1)N1CCC(CC1)OC1=CC=2N(C=C1)C(=CN2)C2=CC(=NC=N2)N